(S)-1-[8-Amino-6-(4-ethyl-3-pyridyl)cinnolin-3-yl]-3-tetrahydrofuran-3-yl-urea NC=1C=C(C=C2C=C(N=NC12)NC(=O)N[C@@H]1COCC1)C=1C=NC=CC1CC